3,5-dimethylcyclohexyl fumarate C(\C=C\C(=O)[O-])(=O)OC1CC(CC(C1)C)C